C(CCC)C(C(=O)O)CCCCCCCCCCCCCC.OC[C@H](O)[C@@H](O)[C@H](O)[C@H](O)CO sorbitol monobutyl-palmitate